4-(cyclopropylamino)-2-ethylquinolin-7-ol C1(CC1)NC1=CC(=NC2=CC(=CC=C12)O)CC